C(C)(C)(C)OC(NC=1N=C2C(=NC1)N(C=C2)S(=O)(=O)C2=CC=C(C)C=C2)=O N-(5-p-toluenesulfonyl-5H-pyrrolo[2,3-b]pyrazin-2-yl)carbamic acid tert-butyl ester